OC1(C(C(=O)C2=CC=CC=C2)C=CC(=C1)CCO)C 2-hydroxy-4-hydroxyethyl-2-methylbenzophenone